ClC1=CC=CC2=C1N=C(O2)[C@@H]2NC[C@H](CC2)NC(COC2=CC(=C(C=C2)Cl)F)=O (2R,5S)-2-(4-Chloro-1,3-benzoxazol-2-yl)-5-[2-(4-chloro-3-fluorophenoxy)acetamido]piperidin